tert-Butyl 2-(2-((allyloxy)methyl)phenyl)azepane-1-carboxylate C(C=C)OCC1=C(C=CC=C1)C1N(CCCCC1)C(=O)OC(C)(C)C